Cl.O=C1C2=C(C=NN1)N=C(N=C2NC2=CC=C(C=C2)CN2CCNCC2)N2CCC1(CC1C(=O)O)CC2 6-(5-oxo-4-(4-(piperazin-1-ylmethyl)phenylamino)-5,6-dihydropyrimido[4,5-d]pyridazin-2-yl)-6-azaspiro[2.5]octane-1-carboxylic acid hydrochloride